CN1C=C(C=2C(N(C=C(C21)C)C)=O)C(=O)N2CC1CC1(CC2)C2=CC=CC=C2 1,5,7-trimethyl-3-((6-phenyl-3-azabicyclo[4.1.0]hept-3-yl)carbonyl)-1,5-dihydro-4H-pyrrolo[3,2-c]pyridin-4-one